6-bromo-4-methoxy-8-methyl-7H,8H-pyrido[2,3-d]pyrimidin-7-one BrC1=CC2=C(N=CN=C2OC)N(C1=O)C